3-Nitro-pyridine-2-carboxylic acid [N+](=O)([O-])C=1C(=NC=CC1)C(=O)O